C(C)(C)(C)OC(NC1C(N(C2=C(OC1)C=CC(=C2)Br)C)=O)=O (7-bromo-5-methyl-4-keto-2,3,4,5-tetrahydrobenzo[b][1,4]Oxazepin-3-yl)carbamic acid tert-butyl ester